N-(3-(2-chloro-5-fluorophenyl)-6-(5,6-dihydrobenzo[f]imidazo[1,2-d][1,4]oxazepine-9-yl)-2-(4-methoxyphenyl)-1-oxoisoindolin-4-yl)-3-fluoro-5-(trifluoromethyl)benzamide ClC1=C(C=C(C=C1)F)C1N(C(C2=CC(=CC(=C12)NC(C1=CC(=CC(=C1)C(F)(F)F)F)=O)C1=CC2=C(C=3N(CCO2)C=CN3)C=C1)=O)C1=CC=C(C=C1)OC